L-1-tosylamido-2-phenylethyl chloromethyl ketone CC1=CC=C(C=C1)S(=O)(=O)N[C@@H](CC2=CC=CC=C2)C(=O)CCl